C(C)C1=C(C=CC(=C1)O)C1=CC=C2C(=NN(C2=C1F)C1OCCCC1)C=1NC=C(N1)C=C1CCN(CC1)C(=O)OC(C)(C)C tert-butyl 4-((2-(6-(2-ethyl-4-hydroxy phenyl)-7-fluoro-1-(tetrahydro-2H-pyran-2-yl)-1H-indazol-3-yl)-1H-imidazol-4-yl)methylene)piperidine-1-carboxylate